(3R)-N-[3-(5-chloro-1,3-benzoxazol-2-yl)-3-azaspiro[5.5]undecan-9-yl]-1,1-dioxo-thiolane-3-carboxamide ClC=1C=CC2=C(N=C(O2)N2CCC3(CC2)CCC(CC3)NC(=O)[C@@H]3CS(CC3)(=O)=O)C1